2-imidazo[1,2-a]pyridin-7-yl-1-morpholino-propan-2-ol N=1C=CN2C1C=C(C=C2)C(CN2CCOCC2)(C)O